COC1=C(C=CC=C1OC)C1=CC(=CC=C1)[C@H](CC(=O)[O-])NC(=O)NC=1C(N(C=C(C1[O-])C)C)=O.[Na+].[Na+] sodium (S)-3-(2',3'-dimethoxybiphenyl-3-yl)-3-(3-(1,5-dimethyl-4-oxido-2-oxo-1,2-dihydro pyridin-3-yl)ureido)propanoate